tert-Butyl 4-(4,4,5,5-tetramethyl-1,3,2-dioxaborolan-2-yl)pyrrolo[2,3-b]pyridine-1-carboxylate CC1(OB(OC1(C)C)C1=C2C(=NC=C1)N(C=C2)C(=O)OC(C)(C)C)C